C(=C)CC(=O)O.NC1=CC=CC=C1 (4-aminobenzene) vinyl-acetate